C(OC1=C(C=CC=C1)CCCC=O)([O-])=O oxobutylphenyl carbonate